F[C@@H]1[C@H](N(CC1)C)C(C)O 1-((2R,3S)-3-fluoro-1-methylpyrrolidin-2-yl)ethan-1-ol